C1(CC1)C1=NOC(N1)C1=NC=2C(=C3C(=NC2)NC=C3)N1C1CCC(CC1)CC#N 2-((1r,4r)-4-(2-(3-cyclopropyl-4,5-dihydro-1,2,4-oxadiazol-5-yl)imidazo[4,5-d]pyrrolo[2,3-b]pyridin-1(6H)-yl)cyclohexyl)acetonitrile